1-(3,8-dihydroxyheneicosanoyl)2-acetoxyglycerol OC(CC(=O)OCC(OOC(C)=O)CO)CCCCC(CCCCCCCCCCCCC)O